ClC1=C(C=CC(=C1)F)C1=CC(NC2=CC(=CC=C12)OC)=O 4-(2-chloro-4-fluoro-phenyl)-7-methoxyquinolin-2(1H)-one